NC1N(CCNC1)C1=CC=CC=2OC(COC21)O 5-(2-aminopiperazin-1-yl)-2-hydroxy-2,3-dihydro-1,4-benzodioxine